(3-(3-methoxy-3-oxoprop-1-en-1-yl)phenyl)boronic acid COC(C=CC=1C=C(C=CC1)B(O)O)=O